(R)-3-(4-bromo-1H-pyrazol-1-yl)-3-cyclopentylpropionitrile BrC=1C=NN(C1)[C@H](CC#N)C1CCCC1